N-(4-(1-(2-cyclopentylacetyl)-3-methyl-1,2,3,6-tetrahydropyridin-4-yl)-1H-pyrrolo[2,3-b]pyridin-6-yl)cyclopropylcarboxamide C1(CCCC1)CC(=O)N1CC(C(=CC1)C1=C2C(=NC(=C1)NC(=O)C1CC1)NC=C2)C